6-chloro-4-((4-(1,3-dimethyl-1H-pyrazol-4-yl)-3-methoxypyridin-2-yl)amino)-N-(methyl-d3)pyridazine-3-carboxamide ClC1=CC(=C(N=N1)C(=O)NC([2H])([2H])[2H])NC1=NC=CC(=C1OC)C=1C(=NN(C1)C)C